N-(5-fluoro-2-oxo-1-(tetrahydrofuran-2-yl)-1,2-dihydropyrimidin-4-yl)octanamide FC=1C(=NC(N(C1)C1OCCC1)=O)NC(CCCCCCC)=O